5-[(1-phenylpropyl)sulfonylamino]-1,3-thiazole-4-carboxylic acid C1(=CC=CC=C1)C(CC)S(=O)(=O)NC1=C(N=CS1)C(=O)O